7-(diethylamino)-2-oxo-benzopyran-3-carboxylic acid C(C)N(C1=CC2=C(C=C(C(O2)=O)C(=O)O)C=C1)CC